S6-methylthioguanine CS=C1C=2NC=NC2N=C(N1)N